4-(1-cyano-2'-oxo-1',4'-dihydro-2'H-spiro[pyrrolidine-3,3'-quinoline]-6'-yl)-N-methylbenzamide C(#N)N1CC2(C(NC3=CC=C(C=C3C2)C2=CC=C(C(=O)NC)C=C2)=O)CC1